2-[(4-aminophenyl)azo]-1,3-dimethyl-1H-imidazolium chloride [Cl-].NC1=CC=C(C=C1)N=NC=1N(C=C[N+]1C)C